NC1=C(N=CC2=C(C(=CC=C12)F)C=1N=NC=CC1OC)C(=O)NCCC 4-amino-7-fluoro-8-(4-methoxypyridazin-3-yl)-N-propylisoquinoline-3-carboxamide